(1S,2S)-N-(6-(5-chloro-7-(cyclopropyl-(methyl)amino)-6-fluoro-1H-indazol-4-yl)imidazo[1,2-a]pyridin-2-yl)-2-fluorocyclopropane-1-carboxamide ClC=1C(=C2C=NNC2=C(C1F)N(C)C1CC1)C=1C=CC=2N(C1)C=C(N2)NC(=O)[C@H]2[C@H](C2)F